Tert-butyl (3S)-3-[[4-[1-(benzenesulfonyl)-6-(3-phenoxyphenyl)indol-3-yl]-5-(trifluoromethyl)pyrimidin-1-yl]amino]piperidine-1-carboxylate C1(=CC=CC=C1)S(=O)(=O)N1C=C(C2=CC=C(C=C12)C1=CC(=CC=C1)OC1=CC=CC=C1)C1=NCN(C=C1C(F)(F)F)N[C@@H]1CN(CCC1)C(=O)OC(C)(C)C